CS(=O)(=O)C1CNC2=CC=CC=C12 3-(Methylsulfonyl)indoline